BrC=1C=CC2=C(CC(CC=3N2C(=NN3)[C@@H]3CC[C@H](CC3)OC3=NC=CC=C3)=O)C1 8-bromo-1-[trans-4-(pyridin-2-yloxy)cyclohexyl]-4H-[1,2,4]triazolo[4,3-a][1]benzazepine-5(6H)-one